ClC1=CC(=C(C=C1)C1=NC(=CC=2N=C(N(C(C21)=O)C)C)N2C[C@@H](OCC2)C=2C=NN(C2)C2COC2)F 5-(4-chloro-2-fluorophenyl)-2,3-dimethyl-7-((2S)-2-(1-(3-oxetanyl)-1H-pyrazol-4-yl)-4-morpholinyl)pyrido[4,3-d]pyrimidin-4(3H)-one